Citronellyl 3,3-difluorocyclobutanecarboxylate FC1(CC(C1)C(=O)OCCC(C)CCC=C(C)C)F